ICCOCCOCC#C 1-iodo-2-[2-(prop-2-yn-1-yloxy)ethoxy]ethane